N-(quinoxalin-6-yl)-2-{4-[5-chloro-2-(4H-1,2,4-triazol-4-yl)phenyl]-5-methoxy-2-oxopyridin-1(2H)-yl}-4-methoxybutyramide N1=CC=NC2=CC(=CC=C12)NC(C(CCOC)N1C(C=C(C(=C1)OC)C1=C(C=CC(=C1)Cl)N1C=NN=C1)=O)=O